N1N=CC2=CC(=CC=C12)C=1N=C2N(N=C(C=C2)N)C1C1=NOC(=N1)CN1CCCCC1 (1H-indazol-5-yl)-3-[5-(piperidin-1-ylmethyl)-1,2,4-oxadiazol-3-yl]imidazo[1,2-b]pyridazin-6-amine